[N+](=O)([O-])C=1C=C(C=CC1)CC(C1=C(C=CC=C1)/C(/C(=O)OC)=C\OC)=NO methyl (E)-2-{2-[(3-nitrophenyl) methyloximinomethyl] phenyl}-3-methoxyacrylate